O=C1NC=CC(=C1)C1CN(CC1)C(=O)OC(C)(C)C tert-butyl 3-(2-oxo-1,2-dihydropyridin-4-yl)pyrrolidine-1-carboxylate